C(C)(C)(C)OC(=CC)O[Si](C)(C)C tert-butoxy-1-(trimethylsilyloxy)propene